ClC1=C(C(=C(C=C1OC)OC)Cl)C1CCC=2C(=NNC2C1)NC1=CC=CC=C1 (6-(2,6-dichloro-3,5-dimethoxyphenyl)-4,5,6,7-tetrahydro-1H-indazol-3-yl)aniline